cyclohexadienedimethanol C1(C=CC=CC1)(CO)CO